8-bromo-7-chloro-6-nitro-chromane BrC=1C(=C(C=C2CCCOC12)[N+](=O)[O-])Cl